4-(4-(2-(Dimethylamino)benzo[d]thiazol-6-yl)-6-morpholino-1,3,5-triazin-2-yl)piperazine CN(C=1SC2=C(N1)C=CC(=C2)C2=NC(=NC(=N2)N2CCOCC2)N2CCNCC2)C